Tert-butyl (1R,5S,6r)-6-cyano-6-(5-methyl-1,3,4-thiadiazol-2-yl)-3-azabicyclo[3.1.0]hexane-3-carboxylate C(#N)C1([C@H]2CN(C[C@@H]12)C(=O)OC(C)(C)C)C=1SC(=NN1)C